FC=1C(=C(C=CC1F)[C@@H]1[C@H](O[C@@](C1)(CC(F)(F)F)C)C(=O)NC1=CC(=NC=C1)C(=O)N)OC (2S,3R,5S)-4-[[3-(3,4-Difluoro-2-methoxy-phenyl)-5-methyl-5-(2,2,2-trifluoroethyl)tetrahydrofuran-2-carbonyl]amino]pyridin-2-carboxamid